FC(C1=NN=C(O1)C1=CC=C(C=C1)C(CCN1CCCC1)N1N=NC(=C1)C=1C=CC(=NC1)N)F 5-[1-[1-[4-[5-(difluoromethyl)-1,3,4-oxadiazol-2-yl]phenyl]-3-pyrrolidin-1-ylpropyl]triazol-4-yl]pyridin-2-amine